C1(=CCC(C=C1)(C(=O)OC)C(=O)OC)C1=CC=CC=C1 dimethyl 4,4-biphenyldicarboxylate